(2S,4R)-1-(1H-Indole-2-carbonyl)-4-methyl-N-((S)-1-oxo-3-((S)-2-oxopyrrolidin-3-yl)propan-2-yl)pyrrolidine-2-carboxamide N1C(=CC2=CC=CC=C12)C(=O)N1[C@@H](C[C@H](C1)C)C(=O)N[C@H](C=O)C[C@H]1C(NCC1)=O